propanenitrile formate C(=O)O.C(CC)#N